ClC=1C=C(C=CC1)[C@@H](C(=O)N1[C@H]2CC([C@@H]([C@H]1C(=O)N[C@@H](C[C@H]1C(NCC1)=O)C#N)CC2)(F)F)O (1R,3S,4R)-2-((S)-2-(3-chlorophenyl)-2-hydroxyacetyl)-N-((S)-1-cyano-2-((S)-2-oxopyrrolidin-3-yl)ethyl)-5,5-difluoro-2-azabicyclo[2.2.2]octane-3-carboxamide